N-(6-amino-2,3-difluorophenyl)-2-((6-(2-aminopyrimidin-5-yl)-3-(cyclopropylethynyl)imidazo[1,2-b]pyridazin-8-yl)(4-methoxybenzyl)amino)acetamide NC1=CC=C(C(=C1NC(CN(CC1=CC=C(C=C1)OC)C=1C=2N(N=C(C1)C=1C=NC(=NC1)N)C(=CN2)C#CC2CC2)=O)F)F